1-[[4-(4,4,5,5-tetramethyl-1,3,2-dioxaborolan-2-yl)phenyl]methyl]piperidin-4-ol CC1(OB(OC1(C)C)C1=CC=C(C=C1)CN1CCC(CC1)O)C